6,7-dichloro-3-(3-methylsulfonylpropyl)-4,9-dihydro-1H-pyrrolo[3,2-h][2,1,3]benzothiadiazine 2,2-dioxide ClC=1C2=C(C3=C(CN(S(N3)(=O)=O)CCCS(=O)(=O)C)C1)NC=C2Cl